Tert-butyl 4-((4-fluoro-2-(trifluoromethyl) phenyl) amino)-5,8-dihydropyrido[3,4-d]pyrimidine-7(6H)-carboxylate FC1=CC(=C(C=C1)NC=1C2=C(N=CN1)CN(CC2)C(=O)OC(C)(C)C)C(F)(F)F